2-(5-(trifluoromethyl)pyridin-3-yl)-2,8-diazaspiro[4.5]decan-1-one hydrochloride Cl.FC(C=1C=C(C=NC1)N1C(C2(CC1)CCNCC2)=O)(F)F